C(C1=CC=CC=C1)N1C(=NC2=C1C=CC(=C2)F)NC=2OC1=C(N2)C=C(C=C1)CN(C)C N-(1-benzyl-5-fluoro-1H-benzo[d]imidazol-2-yl)-5-((dimethylamino)methyl)benzo[d]oxazol-2-amine